ClC=1C(=CC2=C([C@@H](C[C@@H](O2)C(=O)NC23CC(C2)(C3)N3N=CC(=C3)C3=NC=C(C=C3)C(F)F)O)C1)F (2R,4R)-6-chloro-N-(3-{4-[5-(difluoromethyl)pyridin-2-yl]-1H-pyrazol-1-yl}bicyclo[1.1.1]pentan-1-yl)-7-fluoro-4-hydroxy-3,4-dihydro-2H-1-benzopyran-2-carboxamide